CC1(C(CNC1)NC1=CC=CC(=N1)C1=CN=C2N1C=C(C(=C2)OC)C(C)(C)O)C 2-(3-(6-((4,4-dimethylpyrrolidin-3-yl)amino)pyridin-2-yl)-7-methoxyimidazo[1,2-a]pyridin-6-yl)propan-2-ol